FC=1C(=NC(=NC1)NC=1C=C(C=CC1OC(F)(F)F)N1CC(N(CC1)C)CC#N)C=1C=C2C(NC3(C2=CC1)CC3)=O 2-(4-(3-((5-fluoro-4-(3'-oxospiro[cyclopropane-1,1'-isoindoline]-5'-yl)pyrimidin-2-yl)amino)-4-(trifluoromethoxy)phenyl)-1-methylpiperazin-2-yl)acetonitrile